(3S)-pyrrolidin-3-ylcarbamic acid ethyl ester hydrochloride Cl.C(C)OC(N[C@@H]1CNCC1)=O